1-methyl-7-(2-methyl-4-(6-(trifluoromethyl)pyrido[3,2-d]pyrimidin-2-yl)phenyl)-6,7-dihydro-1H-pyrazolo[3,4-f][1,4]oxazepin-8(5H)-one CN1N=CC2=C1C(N(CCO2)C2=C(C=C(C=C2)C=2N=CC1=C(N2)C=CC(=N1)C(F)(F)F)C)=O